allyloxycarboxylic acid silyl ester [SiH3]OC(=O)OCC=C